pentaethoxytantalum(V) C(C)O[Ta](OCC)(OCC)(OCC)OCC